Scandium hydrochloric acid Cl.[Sc]